(((4-(N-(5-methylisoxazol-3-yl)sulfamoyl)phenyl)amino)(phenyl)methyl)malonic acid diethyl ester C(C)OC(C(C(=O)OCC)C(C1=CC=CC=C1)NC1=CC=C(C=C1)S(NC1=NOC(=C1)C)(=O)=O)=O